3,5-dimethyl-3,4-dihydro-quinazolin-4-one CN1C=NC2=CC=CC(=C2C1=O)C